FC=1C(NC(N(C1)C=1C=NN2C1C=C(C=C2)C[C@H]2C[C@@H](NCC2)C)=O)=O 5-fluoro-1-(5-(((2S,4R)-2-methylpiperidin-4-yl)methyl)pyrazolo[1,5-a]pyridin-3-yl)pyrimidine-2,4(1H,3H)-dione